(Z)-1-cyano-N-(2,3-dihydroxypropyl)-2-(6-(piperidin-1-yl)naphthalen-2-yl)vinylsulfonamide benzyl-4-(prop-1-en-2-yl)-2-(6-azaspiro[2.5]octan-6-yl)benzoate C(C1=CC=CC=C1)OC(C1=C(C=C(C=C1)C(=C)C)N1CCC2(CC2)CC1)=O.C(#N)/C(=C/C1=CC2=CC=C(C=C2C=C1)N1CCCCC1)/S(=O)(=O)NCC(CO)O